C(C)CN([O-])C.C(CCCCCCCCCCC)(=O)N lauric acid amide ethyl-dimethyl-aminoxide